COC(=O)C1=CC=C2[C@@H](N(C(N(C2=C1)CC1=C(C=C(C=C1F)OC)F)=O)C)C (S)-1-(2,6-difluoro-4-methoxybenzyl)-3,4-dimethyl-2-oxo-1,2,3,4-tetrahydroquinazoline-7-carboxylic acid methyl ester